4-([1,1'-Biphenyl]-3-yl)-2-amino-6-morpholinopyridine-3,5-dinitrile C1(=CC(=CC=C1)C1=C(C(=NC(=C1C#N)N1CCOCC1)N)C#N)C1=CC=CC=C1